NC=1C=CC(=C2CN(C(C12)=O)CC(=C)C#N)C1=CC=C2C(=N1)C(=NN2C(=O)OC(C)(C)C)C2=CC=CC=C2 tert-butyl 5-[7-amino-2-(2-cyanoallyl)-1-oxo-isoindolin-4-yl]-3-phenyl-pyrazolo[4,3-b]pyridine-1-carboxylate